BrC1=C(C(=O)C2C(N(CC(C2)C)C(=O)OC(C)(C)C)=O)C=CC=C1 tert-butyl 3-(2-bromobenzoyl)-5-methyl-2-oxo-piperidine-1-carboxylate